(R)-(2'-(4,5-Dimethyl-1H-imidazol-2-yl)-3,4'-bipyridin-5-yl)(3-fluoropyrrolidin-1-yl)methanon CC=1N=C(NC1C)C1=NC=CC(=C1)C=1C=NC=C(C1)C(=O)N1C[C@@H](CC1)F